3-chloro-N-(3-(2-fluorophenyl)-2-methylbutan-2-yl)-1-methyl-1H-pyrrolo[2,3-b]pyridine-5-carboxamide ClC1=CN(C2=NC=C(C=C21)C(=O)NC(C)(C(C)C2=C(C=CC=C2)F)C)C